ClC=1C=C2C(=CN1)N(C(=C2)C=2C(=NC=NC2)OC)C 5-chloro-2-(4-methoxypyrimidin-5-yl)-1-methyl-1H-pyrrolo[2,3-c]pyridine